2-amino-N-((4R)-8-methoxy-3,4-dihydro-2H-chromen-4-yl)-3-methyl-N-((5-(trifluoromethyl)-2-pyridinyl)methyl)-6-quinolinecarboxamide NC1=NC2=CC=C(C=C2C=C1C)C(=O)N(CC1=NC=C(C=C1)C(F)(F)F)[C@@H]1CCOC2=C(C=CC=C12)OC